4-(5-(1-propenoylpyrrolidin-3-yl)pyrrolo[1,2-c]pyrimidin-7-yl)-N-(3-chloropyridin-2-yl)benzamide C(C=C)(=O)N1CC(CC1)C=1C=C(N2C=NC=CC21)C2=CC=C(C(=O)NC1=NC=CC=C1Cl)C=C2